C(C)(C)(C)OC(=O)N[C@@H]([C@@H](C(=O)NC(C(=O)OC)C1=C(C(=C(C=C1)F)C(F)(F)F)F)O)CC1=CC=CC=C1 methyl 2-((2S,3R)-3-((tert-butoxycarbonyl)amino)-2-hydroxy-4-phenylbutanamido)-2-(2,4-difluoro-3-(trifluoromethyl)phenyl)acetate